6-(1-Isopropyl-1H-pyrazol-3-yl)-3-(4-methoxybutyl)-5-methyl-2-(1-methyl-1H-imidazol-2-yl)thieno[2,3-d]pyrimidin-4(3H)-one C(C)(C)N1N=C(C=C1)C1=C(C2=C(N=C(N(C2=O)CCCCOC)C=2N(C=CN2)C)S1)C